C(CCCCCCC)C1=C(C2C(C(C1C2)C(=O)O)C(=O)O)CCCCCCCC di-n-octyl-bicyclo[2.2.1]hept-5-ene-2,3-dicarboxylic acid